ASPARTYL-GLYCINE N[C@@H](CC(=O)O)C(=O)NCC(=O)O